2-(2-methylhydrazono)acetic acid CNN=CC(=O)O